CC1=NC(C2=C(N1)CCSC2)=O 7,8-dihydro-2-methyl-1H-thiopyrano[4,3-d]pyrimidin-4(5H)-one